C(CNCC(=O)O)C#N N-(2-cyanoethyl)glycine